C1(CCC1)N1C(CCC1)C1=NC(=NO1)C1=CC=C(C=C1)C#CC1=CC(=CC=C1)F 5-(1-cyclobutylpyrrolidin-2-yl)-3-(4-((3-fluorophenyl)ethynyl)phenyl)-1,2,4-oxadiazole